CCCCCCCCCCCCCCCCOC[C@H](COP(=O)([O-])OCC[N+](C)(C)C)OC(=O)CCCCCCC/C=C\\CCCCCCCCC The molecule is a 2-acyl-1-alkyl-sn-glycero-3-phosphocholine in which the alkyl and the acyl groups at positions 1 and 2 are hexadecyl and (9Z)-nonadec-9-enoyl respectively.